C1=CC=CC=2C3=CC=CC=C3C(C12)COC(=O)N(C(C(=O)O)CC=1C=NC=C(C1)OC)C 2-((((9H-Fluoren-9-yl)methoxy)carbonyl)(methyl)amino)-3-(5-methoxypyridin-3-yl)propanoic acid